tert-butyl 2-(2-(4-(2-azaspiro[3.3]heptan-2-yl)-3-(1-(2,2,2-trifluoroethyl)-1H-indazole-3-carboxamido) benzamido)-5-fluorophenyl)acetate C1N(CC12CCC2)C2=C(C=C(C(=O)NC1=C(C=C(C=C1)F)CC(=O)OC(C)(C)C)C=C2)NC(=O)C2=NN(C1=CC=CC=C21)CC(F)(F)F